2,3-dimethyl-cyclopropanecarboxamide CC1C(C1C)C(=O)N